BrC1=CC=C(C=C1)C(OC)OC 1-bromo-4-(dimethoxymethyl)benzene